CC=1N=C2C(=NC1)NN=C2N2CCCC2 5-methyl-3-(pyrrolidin-1-yl)-1H-pyrazolo[3,4-b]pyrazin